(1R,3R)-1-((tert-Butoxycarbonyl)amino)-3-hydroxy-8-azaspiro[4.5]decane-8-carboxylic acid tert-butyl ester C(C)(C)(C)OC(=O)N1CCC2(C[C@H](C[C@H]2NC(=O)OC(C)(C)C)O)CC1